N6-Benzoyl-2'-O-(3,4-Diacetoxybutoxymethyl)Adenosine C(C1=CC=CC=C1)(=O)NC=1C=2N=CN([C@H]3[C@H](OCOCCC(COC(C)=O)OC(C)=O)[C@H](O)[C@@H](CO)O3)C2N=CN1